FC(C1=NC(=NO1)C1=CC=C(C=C1)CNC(=O)N)(F)F [4-[5-(trifluoromethyl)-1,2,4-oxadiazol-3-yl]phenyl]methyl-urea